NC1=NC=CC=C1C1=NC=2C(=NC(=CC2N2C(NN=C2)=O)N2N=CC=C2)N1C=1C=C2CC[C@@H](C2=CC1)NC(C1=CC(=C(C=C1)O)C=O)=O N-[(1S)-5-[2-(2-aminopyridin-3-yl)-7-(3-oxo-2H-1,2,4-triazol-4-yl)-5-(pyrazol-1-yl)imidazo[4,5-b]pyridin-3-yl]-2,3-dihydro-1H-inden-1-yl]-3-formyl-4-hydroxybenzamide